ClC1=C(C(=O)N[C@H](C(=O)O)CC2=CC=C(C3=CC=CC=C23)C=2C(N(C(N(C2C)C)=O)C)=O)C(=CC=C1)Cl (S)-2-(2,6-dichlorobenzoylamino)-3-(4-(1,3,6-trimethyl-2,4-dioxo-1,2,3,4-tetrahydropyrimidin-5-yl)naphthalen-1-yl)propionic acid